ClC1=CC=C(C[C@@H]2N(C[C@@H]3COCCN3C2)C2CCN(CC2)C(=O)OC(C)(C)C)C=C1 tert-butyl 4-((7S,9aR)-7-(4-chlorobenzyl)hexahydropyrazino[2,1-c][1,4]oxazin-8(1H)-yl)piperidine-1-carboxylate